CC1=NC=CC(=C1)C1=NNC(=C1C#CC1=CC(=CC=C1)S(N)(=O)=O)CC 3-(2-Methylpyridin-4-yl)-4-(3-sulfamoylphenylethynyl)-5-ethyl-1H-pyrazole